5-fluoro-2,4(1H,3H)pyrimidinedione FC=1C(NC(NC1)=O)=O